[Br-].C1(CCCC1)[C@](C(=O)O[C@@H]1C[N+](CC1)(C)C)(C1=CC=CC=C1)O (3S)-3-[(2R)-(2-Cyclopentyl-2-hydroxy-2-phenylacetyl)oxy]-1,1-dimethylpyrrolidinium bromid